6-fluoro-3-iodo-4-methyl-1-{[2-(trimethylsilyl)ethoxy]methyl}-1H,4H,5H-pyrrolo[3,2-b]pyridin-5-one FC1=CC2=C(N(C1=O)C)C(=CN2COCC[Si](C)(C)C)I